C1(CC1)CNC(C=1C=C(C=CC1)NC(=O)C1=CC(=NN1)C(F)(F)F)C1=C(C=C(C=C1)C)C N-(3-(((cyclopropylmethyl)amino)(2,4-dimethylphenyl)methyl)phenyl)-3-(trifluoromethyl)-1H-pyrazole-5-carboxamide